imidazo[1,5-a]pyridine-1-carboxylic acid C=1(N=CN2C1C=CC=C2)C(=O)O